6-methyl-N-(1-methylcyclopropyl)-5-[3-(pyridin-2-yl)pyrrolidine-1-carbonyl]furo[2,3-d]pyrimidin-4-amine CC1=C(C2=C(N=CN=C2NC2(CC2)C)O1)C(=O)N1CC(CC1)C1=NC=CC=C1